(E)-butyl(2,4,6-trimethylstyryl)sulfane C(CCC)S\C=C\C1=C(C=C(C=C1C)C)C